O=C1NC(CCC1N1C(C2=CC=CC=C2C1=O)=O)=O (2,6-dioxopiperidin-3-yl)-1,3-dioxoisoindolin